tert-butyl 4-{3,6-dimethyl-8-[(1E)-1-{[(R)-2-methylpropane-2-sulfinyl]imino}ethyl]-4-oxo-3,4-dihydroquinazolin-2-yl}piperidine-1-carboxylate CN1C(=NC2=C(C=C(C=C2C1=O)C)/C(/C)=N/[S@](=O)C(C)(C)C)C1CCN(CC1)C(=O)OC(C)(C)C